2-((1Z,3E)-hept-1,3-dien-1-yl)thiophene C(=C/C=C/CCC)/C=1SC=CC1